S=C1[C@@H]2N([C@H](CN1)C2)C(=O)OC(C)(C)C tert-butyl (1R,5S)-2-thioxo-3,6-diazabicyclo[3.1.1]heptane-6-carboxylate